N-((1S)-1-cyclohexyl-2-((2-((R)-4-isopropyl-2-oxoimidazolidin-1-yl)-2-(methylcarbamoyl)-2,3-dihydro-1H-inden-5-yl)amino)-2-oxoethyl)-1-methyl-1H-pyrazole-5-carboxamide C1(CCCCC1)[C@@H](C(=O)NC=1C=C2CC(CC2=CC1)(C(NC)=O)N1C(N[C@@H](C1)C(C)C)=O)NC(=O)C1=CC=NN1C